(6R)-6-{[7-bromo-2-(4-methoxyphenyl)[1,2,4]triazolo[1,5-c]quinazolin-5-yl]amino}-1,4-oxazepan-5-one BrC1=CC=CC=2C=3N(C(=NC12)N[C@H]1C(NCCOC1)=O)N=C(N3)C3=CC=C(C=C3)OC